(R) or (S)-3,3-diphenyl-1-methyltetrahydro-1H,3H-pyrrolo[1,2-c][1,3,2]oxazaborole C1(=CC=CC=C1)C1([C@@H]2N(B(O1)C)CCC2)C2=CC=CC=C2 |o1:7|